ClC1=NC=C(C(=N1)NC1C2CC3CC(CC1C3)(C2)O)C(=O)O 2-chloro-4-((5-hydroxyadamantan-2-yl)amino)pyrimidine-5-carboxylic acid